2,3-dihydroxy-7-phenazinesulfonate OC1=CC2=NC3=CC=C(C=C3N=C2C=C1O)S(=O)(=O)[O-]